NC1=C(C=CC=C1)C#CC1=CC=CC=C1 aminodiphenyl-acetylene